BrC1=CC=CC=2SC(=CC21)CO (4-bromobenzo[b]thiophen-2-yl)methanol